3-[4-[(4-chloro-3,5-dimethyl-pyrazol-1-yl)methyl]-3-fluoro-phenyl]-5-(trifluoromethyl)-1,2,4-oxadiazole ClC=1C(=NN(C1C)CC1=C(C=C(C=C1)C1=NOC(=N1)C(F)(F)F)F)C